butyl 3,3-difluoro-4-oxopiperidine-1-carboxylate FC1(CN(CCC1=O)C(=O)OCCCC)F